NC1=C(N=C(C(=N1)N1CCC2(CC1)[C@@H](C=1C(=NN(C1)C)C2)N)C)SC2=C(C(=NC=C2)N2CCOCC2)Cl (S)-1'-(6-amino-5-((3-chloro-2-morpholinopyridin-4-yl)thio)-3-methylpyrazin-2-yl)-2-methyl-2,6-dihydro-4H-spiro[cyclopenta[c]pyrazole-5,4'-piperidin]-4-amine